2-(4-Fluorophenyl)-3-(6-methyl-1H-pyrazolo[3,4-b]pyridin-4-yl)-4,5,6,7-tetrahydro-4,7-ethanopyrazolo[1,5-a]pyridine FC1=CC=C(C=C1)C1=NN2C(C3CCC2CC3)=C1C1=C3C(=NC(=C1)C)NN=C3